1-(6-(2-methyl-6-(morpholine-4-carbonyl)quinolin-5-yl)-3,4-dihydroisoquinolin-2(1H)-yl)ethan-1-one CC1=NC2=CC=C(C(=C2C=C1)C=1C=C2CCN(CC2=CC1)C(C)=O)C(=O)N1CCOCC1